(R)-8-cyclopent-yl-7-ethyl-5-methyl-6-oxo-5,6,7,8-tetrahydro-pterin C1(CCCC1)N1[C@@H](C(N(C=2C(NC(=NC12)N)=O)C)=O)CC